C(#N)C1=CC(=C(C=C1)[C@@H]1OC2=C(C=CC=C2C=C1)C1CCN(CC1)CC1=NC2=C(N1C[C@@H](O)CC)C=C(C=C2)C(=O)O)F 2-((4-((R)-2-(4-cyano-2-fluorophenyl)-2H-chromen-8-yl)piperidin-1-yl)methyl)-1-(((S)-oxabutane-2-yl)methyl)-1H-benzo[d]imidazole-6-carboxylic acid